C1(CCCCC1)[C@@H](C(=O)N1CCN(CC1)C(=O)C=1N(C2=CC(=C(C=C2C1)F)F)CCOCCOCCOCCO)NC([C@H](C)NC)=O (S)-N-((S)-1-cyclohexyl-2-(4-(5,6-difluoro-1-(2-(2-(2-(2-hydroxyethoxy)ethoxy)ethoxy)ethyl)-1H-indole-2-carbonyl)piperazin-1-yl)-2-oxoethyl)-2-(methylamino)propanamide